6-(1-cyclopropyl-1H-pyrazol-4-yl)pyrazolo[1,5-a]pyrazine-3-carboxylic acid C1(CC1)N1N=CC(=C1)C=1N=CC=2N(C1)N=CC2C(=O)O